(1R,5S,6s)-N-[6-(2,5-difluorophenyl)pyridazin-3-yl]-3-(tetrahydropyran-4-ylmethyl)-3-azabicyclo[3.1.0]hexan-6-amine FC1=C(C=C(C=C1)F)C1=CC=C(N=N1)NC1[C@@H]2CN(C[C@H]12)CC1CCOCC1